O=C1NC2=CC=CC=C2C(=C1)N1CC2(C1)CCNCC2 2-(2-oxo-1,2-dihydroquinolin-4-yl)-2,7-diazaspiro[3.5]nonane